FC=1C(=CC(=C(C(=O)NC2=C(C=CC=C2C)F)C1)O[C@H](C(F)(F)F)C)N1N=C2N(C=CC=C2)C1=O 5-fluoro-N-(2-fluoro-6-methylphenyl)-4-(3-oxo[1,2,4]triazolo[4,3-a]pyridin-2(3H)-yl)-2-{[(2S)-1,1,1-trifluoropropan-2-yl]oxy}benzamide